di-tert-butyl (2R,4R)-4-((6-chloro-3-fluoro-4-formylpyridin-2-yl)methyl)-2-methylpiperidine-1,4-dicarboxylate ClC1=CC(=C(C(=N1)C[C@@]1(C[C@H](N(CC1)C(=O)OC(C)(C)C)C)C(=O)OC(C)(C)C)F)C=O